2-(7-(diethylamino)-4-methyl-2-oxo-2H-chromen-3-yl)furan-4-carboxylic acid C(C)N(C1=CC=C2C(=C(C(OC2=C1)=O)C=1OC=C(C1)C(=O)O)C)CC